C(#N)C=1C=C(C=NC1)[C@H]1N(OCC1)C(=O)[C@@H]1CC[C@H](CC1)COC=1C=CC(=C(C(=O)N)C1)F trans-5-((4-((S)-3-(5-cyanopyridin-3-yl)isoxazolidine-2-carbonyl)cyclohexyl)methoxy)-2-fluorobenzamide